CN1N=CC=C1C1=C(C2=C(S1)C=CC=C2)C#N 2-(1-methyl-1H-pyrazol-5-yl)benzo[b]thiophene-3-carbonitrile